N1C(C2(C3=CC=CC=C13)C=CNC2)=O pyrrolinespiro-oxindole